The molecule is a branched-chain saturated fatty acid that is tetradecanoic acid in which one of the hydrogens at psoition 10 has been replaced by a methyl group. It is one of a number of methyl-branched fatty acids that have been identified as constituents of sheep perinephric fat. It is a branched-chain saturated fatty acid and a long-chain fatty acid. It derives from a tetradecanoic acid. CCCCC(C)CCCCCCCCC(=O)O